N1=C(C=CC=C1)[C@H](C)N1C=NC(=C1)C=O {1-[(1S)-1-(2-pyridinyl)ethyl]-1H-imidazol-4-yl}methanone